COC(C1=C(N=CC=C1)C)=S 2-methylthionicotinic acid methyl ester